(3-(4-Acetylpiperazin-1-yl)phenyl)-3-cyclopropyl-5-(isoindolin-2-yl)-7-(1H-pyrazol-4-yl)pyrazolo[1,5-a]pyrimidine-2-carboxamide C(C)(=O)N1CCN(CC1)C=1C=C(C=CC1)C=1C(=NC=2N(C1C=1C=NNC1)N=C(C2C2CC2)C(=O)N)N2CC1=CC=CC=C1C2